COC(=O)C1CCC(CC1)CCC(C)(C)NC[C@H](O)C1=CC(=CC=C1)F (1R,4R)-4-(3-(((R)-2-(3-fluorophenyl)-2-hydroxyethyl)amino)-3-methylbutyl)cyclohexane-1-carboxylic acid methyl ester